BrC1=CC=C(C=2C=C(OC21)CN2C(C1=CN=CC=C1CC2)=O)C 2-((7-bromo-4-methylbenzofuran-2-yl)methyl)-3,4-dihydro-2,7-naphthyridin-1(2H)-one